1-(2-methoxyethyl)-2-(piperazin-1-ylmethyl)-1H-benzimidazole-6-carboxylic acid methyl ester COC(=O)C=1C=CC2=C(N(C(=N2)CN2CCNCC2)CCOC)C1